Tetrahydropyrimidin-4-one N1CNC(CC1)=O